(S)-N-(5-(4-Benzylpiperazin-1-yl)thiazol-2-yl)pyrrolidine-3-carboxamide C(C1=CC=CC=C1)N1CCN(CC1)C1=CN=C(S1)NC(=O)[C@@H]1CNCC1